C1=CC=C(C=C1)C2(C(=O)NC(=O)N2)C3=CC=CC=C3 The molecule is a imidazolidine-2,4-dione that consists of hydantoin bearing two phenyl substituents at position 5. It has a role as an anticonvulsant, a teratogenic agent, a drug allergen and a sodium channel blocker. It derives from a hydantoin.